5,7,9,9,13-pentamethyl-5-[(1E)-1-propen-1-yl]-4,6-dioxa-tetracyclo[6.5.1.01,10.03,7]tetradecane CC1(OC2CC34C(C(C(C2(O1)C)C4)(C)C)CCC3C)\C=C\C